4-epoxycyclohexyl-methyl 3,4-epoxycyclohexane-carboxylate C1(CC2C(CC1)O2)C(=O)OCC2CC1C(CC2)O1